2-silacyclopentane C1[SiH2]CCC1